ClC1=C(C(=CC=C1)NC)N 3-chloro-N1-methylbenzene-1,2-diamine